ClC1=CC=C(C(=N1)C(=O)O)NC(C)C=1C=C(C=C2C(N(C(=NC12)N1CC2=NN(C=C2C1)C)C)=O)F 6-chloro-3-[1-[6-fluoro-3-methyl-2-(2-methyl-4,6-dihydropyrrolo[3,4-c]pyrazol-5-yl)-4-oxoquinazolin-8-yl]ethylamino]pyridine-2-carboxylic acid